2-[4-{5-chloro-2-[5-(difluoromethyl)-1,2-oxazol-3-yl]phenyl}-5-methoxy-2-oxopyridin-1(2H)-yl]butanoic acid ClC=1C=CC(=C(C1)C1=CC(N(C=C1OC)C(C(=O)O)CC)=O)C1=NOC(=C1)C(F)F